Bis(2-methoxybenzoyl)(2-methylpropan-1-yl)phosphine oxide COC1=C(C(=O)P(CC(C)C)(C(C2=C(C=CC=C2)OC)=O)=O)C=CC=C1